FC(C=1C=C(C=C(C1)C(F)F)C(C)=NS(=O)C(C)(C)C)F N-[1-[3,5-bis(difluoromethyl)phenyl]ethylidene]-2-methyl-propane-2-sulfinamide